6-Cyclopropyl-4-(difluoromethoxy)-N-[(2-methyl-8-quinolyl)sulfonyl]benzofuran-2-carboxamide C1(CC1)C1=CC2=C(C=C(O2)C(=O)NS(=O)(=O)C=2C=CC=C3C=CC(=NC23)C)C(=C1)OC(F)F